C[C@H](CCC(=C)C(C)C)[C@H]1CC[C@@H]2[C@@]1(CC[C@H]3[C@H]2CC=C4[C@@]3(CC[C@@H](C4)O)C)C The molecule is a 3beta-sterol having the structure of cholesterol with a methylene group at C-24. It has a role as a mouse metabolite. It is a 3beta-sterol and a 3beta-hydroxy-Delta(5)-steroid. It derives from a cholesterol.